[[2-[3-(5-Chloro-6-oxo-1H-pyridazin-4-yl)propyl]-2-azaspiro[3.3]heptan-6-yl]oxy]-2,8-dimethyl-isoquinolin-1-one ClC1=C(C=NNC1=O)CCCN1CC2(C1)CC(C2)OC=2N(C(C1=C(C=CC=C1C2)C)=O)C